C(C)(C)(C)OC(NC1CC(C1)OC1CC1)=O N-(3-cyclopropoxy-cyclobutyl)carbamic acid tert-butyl ester